The molecule is a tetrasaccharide composed of three alpha-D-Kdo residues and one acetylated beta-glucosamine residue (at the reducing end). It is a partial structure of chlamydial lipopolysaccharide (LPS). It is an alpha-D-Kdo-(2->8)-alpha-D-Kdo-(2->4)-alpha-D-Kdo-(2->6)-D-GlcNAc and a glucosamine oligosaccharide. CC(=O)N[C@@H]1[C@H]([C@@H]([C@H](O[C@H]1O)CO[C@@]2(C[C@H]([C@H]([C@H](O2)[C@@H](CO)O)O)O[C@@]3(C[C@H]([C@H]([C@H](O3)[C@@H](CO[C@@]4(C[C@H]([C@H]([C@H](O4)[C@@H](CO)O)O)O)C(=O)O)O)O)O)C(=O)O)C(=O)O)O)O